(Z)-3-(aminomethyl)-4-[4-(tert-butylcarbamoyl)phenoxy]-2-fluoro-but-2-enoic acid ethyl ester C(C)OC(/C(=C(/COC1=CC=C(C=C1)C(NC(C)(C)C)=O)\CN)/F)=O